C(C)(=O)OC1(COC(C1OC(C)=O)N1N=CC=2C1=NC(=NC2Cl)Cl)C 5-(4,6-dichloro-1H-pyrazolo[3,4-d]pyrimidin-1-yl)-3-methyltetrahydrofuran-3,4-diyl Diacetate